N1=C(C=NC=C1)[C@H]1N(OCC1)C(=O)[C@@H]1CC[C@H](CC1)COC1=CC=C(C=N1)C(=O)N trans-6-[[4-[(3S)-3-pyrazin-2-ylisoxazolidine-2-carbonyl]cyclohexyl]methoxy]pyridine-3-carboxamide